NCC(=O)NC1=CC=C(C=C1)N[C@@H]1C[C@@H](N(C2=CC(=CC=C12)F)C(CC)=O)C |o1:12,14| 2-amino-N-(4-(((2S*,4R*)-7-fluoro-2-methyl-1-propionyl-1,2,3,4-tetrahydroquinolin-4-yl)amino)phenyl)acetamide